O=C1N(CCC1)C=C 1-(2-oxo-1-pyrrolidinyl)ethylene